N-(3-Amino-4-(2-chloro-5-fluorophenoxy)-1-methyl-1H-indazol-5-yl)-3-fluoro-5-(trifluoromethyl)benzamide NC1=NN(C2=CC=C(C(=C12)OC1=C(C=CC(=C1)F)Cl)NC(C1=CC(=CC(=C1)C(F)(F)F)F)=O)C